1-bromo-3,5-dihydroxybenzene BrC1=CC(=CC(=C1)O)O